Methyl (p-chlorophenyl)acetate ClC1=CC=C(C=C1)CC(=O)OC